C(C)S(=O)C=1C(=NC=C(C1)C(F)(F)F)C1=NC2=C(N1C)C=CC(=C2)C(C(F)(F)F)(F)F 2-(3-ethylsulfinyl-5-trifluoromethyl-pyridin-2-yl)-1-methyl-5-pentafluoroethyl-1H-benzimidazole